N-(β-hydroxyethyl)-lactamide OCCNC(C(O)C)=O